3-(6-(11-hydroxyundecane-1-yn-1-yl)-1-oxophthalazine-2(1H)-yl)piperidine-2,6-dione OCCCCCCCCCC#CC=1C=C2C=NN(C(C2=CC1)=O)C1C(NC(CC1)=O)=O